C12=CC=C(C=C1)S2 1,4-phenylensulfid